BrC=1C=C2CN(CC2=CC1)C1C(NC(CC1)=O)=O 3-(5-bromoisoindolin-2-yl)piperidine-2,6-dione